5-ethoxy-3-trichloromethyl-1,2,4-thiadiazole C(C)OC1=NC(=NS1)C(Cl)(Cl)Cl